N*5*-(2,4-dichlorophenyl)-6-phenyl-[1,2,4]triazine-3,5-diamine ClC1=C(C=CC(=C1)Cl)NC=1N=C(N=NC1C1=CC=CC=C1)N